ClC=1C(=C2CCCCN2C1C(C(=O)NCC(CO)(C)C)=O)C(=O)NC=1C=NC(=C(C1)C)F 2-chloro-N-(6-fluoro-5-methylpyridin-3-yl)-3-(2-((3-hydroxy-2,2-dimethylpropyl)amino)-2-oxoacetyl)-5,6,7,8-tetrahydroindolizine-1-carboxamide